C(C)(C)(C)NCC(O)C=1C=CC(=C(C1)O)F 5-(2-(Tert-butylamino)-1-hydroxyethyl)-2-fluorophenol